(E)-3-[4-(3-Ethoxypropoxy)-3-methoxyphenyl]-1-(2-hydroxy-4-methoxyphenyl)prop-2-en-1-one C(C)OCCCOC1=C(C=C(C=C1)/C=C/C(=O)C1=C(C=C(C=C1)OC)O)OC